diethyl 2-(((3-chloro-4-methoxyphenyl)amino)methylene)malonate ClC=1C=C(C=CC1OC)NC=C(C(=O)OCC)C(=O)OCC